(E)-N-cyclopropyl-4-(3-fluoro-5-formyl-4-hydroxystyryl)benzenesulfonamide C1(CC1)NS(=O)(=O)C1=CC=C(C=C1)\C=C\C1=CC(=C(C(=C1)C=O)O)F